C(C)OC1CC(C1)N1N=C(C(=C1)NC(=O)C=1N=C(SC1)C=1C=NN(C1)COP(=O)(O)[O-])C1=NC=CC=C1.C(C)[NH+](CC)CC triethylammonium (4-(4-((1-((1s,3s)-3-ethoxycyclobutyl)-3-(pyridin-2-yl)-1H-pyrazol-4-yl)carbamoyl)thiazol-2-yl)-1H-pyrazol-1-yl)methyl-hydrogenphosphate